2-(3-(ethyl(2-Ethyl (4-((6-hydroxy-2-(4-(methylsulfonyl)phenyl)naphthalen-1-yl)oxy)phenoxy)ethyl)amino)propoxy)acetate C(C)N(CCCOCC(=O)[O-])CC(CC)OC1=CC=C(C=C1)OC1=C(C=CC2=CC(=CC=C12)O)C1=CC=C(C=C1)S(=O)(=O)C